NC1=C(C(=C(OC2=CC(=NC=C2)NC(=O)C2CC2)C=C1)F)F N-(4-(4-amino-fluoro-2-fluorophenoxy)pyridin-2-yl)cyclopropylcarboxamide